tert-Butyl 2-(5-bromo-3-carbamoyl-4-fluoro-1H-indazol-1-yl)acetate BrC=1C(=C2C(=NN(C2=CC1)CC(=O)OC(C)(C)C)C(N)=O)F